C(C1=CC=CC=C1)N1C=C(C=2C1=NC=C1C2N=CN1)C(=O)O 6-benzyl-3,6-dihydroimidazo[4,5-d]pyrrolo[2,3-b]pyridine-8-carboxylic acid